ClC1=C(C=C(C=C1)B1OC(C(O1)(C)C)(C)C)OCC(C)(C)C 2-(4-chloro-3-(neopentyloxy)phenyl)-4,4,5,5-tetramethyl-1,3,2-dioxaborolan